C(C)OCCCNC(=O)C1=CC2=C(N(C(=N2)NC=2SC3=C(N2)C=CC(=C3)OC(F)(F)F)C)C=C1 1-Methyl-2-(6-trifluoromethoxy-benzothiazol-2-ylamino)-1H-benzoimidazole-5-carboxylic acid (3-ethoxy-propyl)-amide